N-[4-(cyanomethyl)-2-methoxy-phenyl]-5-phenyl-1H-pyrrole-3-sulfonamide C(#N)CC1=CC(=C(C=C1)NS(=O)(=O)C1=CNC(=C1)C1=CC=CC=C1)OC